CN([C@@H](CC1=CNC2=CC=CC=C12)C(=O)O)C N,N-dimethyltryptophan